allyl 4-((S)-4-(tert-butoxycarbonyl)-3-(cyanomethyl)piperazin-1-yl)-2-chloro-8-oxo-5,6,7,8-tetrahydroquinazoline-7-carboxylate C(C)(C)(C)OC(=O)N1[C@H](CN(CC1)C1=NC(=NC=2C(C(CCC12)C(=O)OCC=C)=O)Cl)CC#N